C(C)(=O)N(C1=C(C=C(C=C1)C1=CC=C(C=N1)C(=O)NCC=1C(=NC=CC1)C)C)CC1CC1 6-[4-[acetyl(cyclopropylmethyl)amino]-3-methyl-phenyl]-N-[(2-methyl-3-pyridyl)methyl]pyridine-3-carboxamide